4-amino-N-((5-bromopyridin-2-yl)methyl)-1-methyl-N-(2-oxopiperidin-1-yl)-1H-pyrazolo[4,3-c]quinoline-8-carboxamide NC1=NC=2C=CC(=CC2C2=C1C=NN2C)C(=O)N(N2C(CCCC2)=O)CC2=NC=C(C=C2)Br